P(=O)(=O)C(CCC)C(=O)O phosphobutanecarboxylic acid